ClC1=C(C=C2C(=NNC2=C1)CCC(=O)O)C1=CC=C(C=C1)C1=C(C=CC=C1)O 3-(6-Chloro-5-(2'-hydroxy-[1,1'-biphenyl]-4-yl)-1H-indazol-3-yl)propanoic acid